COC(=O)C1=C(C2=CC=CC=C2C=2OCC=CC21)O 5-methoxycarbonyl-6-hydroxy-2H-naphtho[1,2-b]pyran